N1(CCCCC1)CCCC=1C=NC2=CC=NC=C2C1 3-(3-(piperidin-1-yl)propyl)-1,6-naphthyridine